5-(5-Fluoropiperidin-3-yl)-4-methyl-isobenzofuran-1(3H)-one FC1CC(CNC1)C=1C(=C2COC(C2=CC1)=O)C